phosphogluconate P(=O)(O)(O)O[C@@H](C(=O)[O-])[C@@H](O)[C@H](O)[C@H](O)CO